2-[4-[8-[3-chloro-4-[4-[2-(methylamino)ethyl]piperazine-1-carbonyl]anilino]imidazo[1,2-a]pyrazin-3-yl]-2,3-difluorophenoxy]acetonitrile ClC=1C=C(NC=2C=3N(C=CN2)C(=CN3)C3=C(C(=C(OCC#N)C=C3)F)F)C=CC1C(=O)N1CCN(CC1)CCNC